FC1=CC=CC2=C1N=C(S2)[C@H]2N(CCC1=C2N=CN1)C(CC1CC(C1)F)=O (S)-1-(4-(4-fluorobenzo[d]thiazol-2-yl)-6,7-dihydro-1H-imidazo[4,5-c]pyridin-5(4H)-yl)-2-(3-fluorocyclobutyl)ethanone